ClC=1C=C(C=CC1)NC(=O)N1CCN(CC1)C1=NC(=NO1)C1=CC=C(C=C1)OC N-(3-Chlorophenyl)-4-(3-(4-methoxyphenyl)-1,2,4-oxadiazol-5-yl)piperazine-1-carboxamide